2-ethyl-6-methyl-N-(3-(4-morpholinophenyl)propyl)thieno[2,3-d]pyrimidin-4-amine C(C)C=1N=C(C2=C(N1)SC(=C2)C)NCCCC2=CC=C(C=C2)N2CCOCC2